6-(2,8-dimethylimidazo[1,2-b]pyridazin-6-yl)-8-fluoro-2-(1-methylpiperidin-4-yl)isoquinolin-1(2H)-one CC=1N=C2N(N=C(C=C2C)C=2C=C3C=CN(C(C3=C(C2)F)=O)C2CCN(CC2)C)C1